C(C)(=O)OC\C=C\CCC (E)-2-hexen-1-ol acetate